ClC1=C(C=C(C(=O)NCC2=NC=C3C=CC(=NC3=C2)C2=NC(=CC=C2)N2C[C@@H](O[C@@H](C2)C)C)C=C1)S(=O)(=N)C 4-chloro-N-((2-(6-((cis)-2,6-dimethylmorpholino)pyridin-2-yl)-1,6-naphthyridin-7-yl)methyl)-3-(S-methylsulfonimidoyl)benzamide